1-cyano-2-ethyl-3,5-dimethylimidazole C(#N)N1C(N(C=C1C)C)CC